C(#C)C1=C2C(=CC(=CC2=CC=C1)N)B1OC(C(O1)(C)C)(C)C 5-ethynyl-4-(4,4,5,5-tetramethyl-1,3,2-dioxaborolan-2-yl)naphthalen-2-amine